1-(((1-Methoxy(propan-2-yl)oxy)-propan-2-yl)oxy)-propan-2-amin COCC(C)OCC(C)OCC(C)N